3-({[(3S)-1-(6-aminopyridin-3-yl)piperidin-3-yl][(2-methylpyridin-4-yl)methyl]amino}methyl)-1,4-dihydroquinolin-4-one NC1=CC=C(C=N1)N1C[C@H](CCC1)N(CC1=CC(=NC=C1)C)CC1=CNC2=CC=CC=C2C1=O